1-trans-4-(4-fluorophenyl)-3-hydroxymethyl-1-methylpiperidine FC1=CC=C(C=C1)C1C(CN(CC1)C)CO